8-hydroxypyrene-1,3,6-trisulfonate OC=1C=C(C=2C=CC3=C(C=C(C=4C=CC1C2C43)S(=O)(=O)[O-])S(=O)(=O)[O-])S(=O)(=O)[O-]